Ascorbic acid calcium salt [Ca+2].O=C1C(O)=C([O-])[C@H](O1)[C@@H](O)CO.O=C1C(O)=C([O-])[C@H](O1)[C@@H](O)CO